[K].N1C(CCC1)=O pyrrolidone potassium salt